N[C@H](CC1=C(C2=NC(=CC(=C2S1)NCC=1SC=CN1)Cl)C1CC1)CC 2-[(2S)-2-aminobutyl]-5-chloro-3-cyclopropyl-N-[(1,3-thiazol-2-yl)methyl]thieno[3,2-b]pyridin-7-amine